3-hydrazino-8-methoxy-5H-[1,2,4]triazino[5,6-b]indole N(N)C=1N=NC2=C(NC=3C=CC(=CC23)OC)N1